CC=1N(C(C2=C(N1)C(=NC(=C2)N2C[C@@H](OC1(CC1)C2)C=2C=NN(C2)C)C2=C(C=C(C(=C2)F)F)F)=O)C (S)-2,3-dimethyl-6-(5-(1-methyl-1H-pyrazol-4-yl)-4-oxa-7-azaspiro[2.5]octan-7-yl)-8-(2,4,5-trifluorophenyl)pyrido[3,4-d]pyrimidin-4(3H)-one